(E)-3-(1-methyl-4-((4-(methylamino)-5-(trifluoromethyl)pyrimidin-2-yl)amino)-1H-indazol-7-yl)but-2-enoic acid CN1N=CC2=C(C=CC(=C12)/C(=C/C(=O)O)/C)NC1=NC=C(C(=N1)NC)C(F)(F)F